FC1(CN(CCC1)CC[C@@H](C(=O)Br)NC)F (2S)-4-(3,3-difluoropiperidin-1-yl)-2-(methylamino)butyric acid bromide